(S)-8-((3S,5R)-4-acryloyl-3,5-dimethylpiperazin-1-yl)-11-(4-fluorophenyl)-3-(5-fluoropyridin-3-yl)-10-(trifluoromethyl)-3,4-dihydro-2H,6H-[1,4]thiazepino[2,3,4-ii]quinazolin-6-one C(C=C)(=O)N1[C@H](CN(C[C@H]1C)C1=NC(N2C3=C(C(=C(C=C13)C(F)(F)F)C1=CC=C(C=C1)F)SC[C@H](C2)C=2C=NC=C(C2)F)=O)C